C(C)(=O)OCCCCCCCCCCC(C)C isotridecyl acetate